C(C1=CC=CC=C1)OC=1C=2C3=C(NC2C(=CC1)Br)CCN(CC3)C 10-(benzyloxy)-7-bromo-3-methyl-1,2,3,4,5,6-hexahydroazepino[4,5-b]indole